1-(5-((2,6-dioxopiperidin-3-yl)oxy)pyridine-2-yl)piperidine-4-carbaldehyde O=C1NC(CCC1OC=1C=CC(=NC1)N1CCC(CC1)C=O)=O